C(C)NC1=NN(C2=CC=CC(=C12)C=1C=C2C=CC=C(C2=CC1)C(=O)NC1=NOC(=C1)C)C1=CC=CC=C1 6-(3-(ethylamino)-1-phenyl-1H-indazol-4-yl)-N-(5-methylisoxazol-3-yl)-1-naphthamide